C1(C(=CC(C2=CC=C(C=C12)S(=O)(=O)O)=O)S(=O)(=O)O)=O 1,4-naphthoquinone-2,7-disulfonic acid